Propionyl-Guanidine C(CC)(=O)NC(=N)N